5-bromo-2-(α-hydroxypentyl)benzoic acid potassium salt [K+].BrC=1C=CC(=C(C(=O)[O-])C1)C(CCCC)O